CC=1N=CSC1C(CNC(OC(C)(C)C)=O)=O tert-butyl [2-(4-methyl-1,3-thiazol-5-yl)-2-oxoethyl]carbamate